[Pt+2].C(C)[Si](C(C(=O)C1=CC=CC=C1)C(=O)C1=CC=CC=C1)(OC)OC.C(C)[Si](C(C(=O)C1=CC=CC=C1)C(=O)C1=CC=CC=C1)(OC)OC bis[2-(ethyldimethoxysilyl)1,3-diphenyl-1,3-propanedione] platinum (II)